COC1=C(C=C(C=C1)NC(=O)C1CCN(CC1)S(=O)(=O)N1CCOCC1)N1C=NC(=C1)C N-[4-methoxy-3-(4-methyl-1H-imidazol-1-yl)phenyl]-1-(4-morpholinylsulfonyl)-4-piperidinecarboxamide